(E)-3-(3,5-di-tert-butyl-4-hydroxy-phenyl)-2-methylsulfonyl-acrylonitrile C(C)(C)(C)C=1C=C(C=C(C1O)C(C)(C)C)/C=C(\C#N)/S(=O)(=O)C